((5-fluoro-4-(4-fluoro-2-methoxyphenyl)pyrimidin-2-yl)amino)-8-((3-methylmorpholino)methyl)-2H-benzo[b][1,4]oxazin-3(4H)-one FC=1C(=NC(=NC1)NC1C(NC2=C(O1)C(=CC=C2)CN2C(COCC2)C)=O)C2=C(C=C(C=C2)F)OC